ClC1=C(C=C2C=NN(C2=C1)C=1C=C(C(=C(C1)O)F)F)N1CCN(CC1)S(=O)(=O)CC1CC1 5-(6-Chloro-5-(4-((cyclopropylmethyl)sulfonyl)piperazin-1-yl)-1H-indazol-1-yl)-2,3-difluorophenol